FC(C1=NN=C(O1)C1=CC(=C(CN2N=NC(=C2)C=2C=C(C=CC2)N(C(C)=O)CC=2OC=CC2)C(=C1)F)F)F N-(3-(1-(4-(5-(difluoromethyl)-1,3,4-oxadiazol-2-yl)-2,6-difluorobenzyl)-1H-1,2,3-triazol-4-yl)phenyl)-N-(furan-2-ylmethyl)acetamide